[O-2].[Ga+3].[O-2].[O-2].[Ga+3] gallium(III) oxide